4-((1R,5S)-3,8-diazabicyclo[3.2.1]octan-3-yl)-8-fluoro-7-(7-fluoroisoquinolin-1-yl)-2-(((S)-1-methylpyrrolidin-2-yl)methoxy)quinazoline [C@H]12CN(C[C@H](CC1)N2)C2=NC(=NC1=C(C(=CC=C21)C2=NC=CC1=CC=C(C=C21)F)F)OC[C@H]2N(CCC2)C